(1S,2S,5R)-N-(benzofuran-6-ylmethyl)-N-(4,4-difluorocyclohexyl)-3-tosyl-3-azabicyclo[3.1.0]hexane-2-carboxamide O1C=CC2=C1C=C(C=C2)CN(C(=O)[C@@H]2[C@H]1C[C@H]1CN2S(=O)(=O)C2=CC=C(C)C=C2)C2CCC(CC2)(F)F